CC1=C(C=CC=C1)C(C(=O)NCCC1=CC=NC=C1)NCCC1CCNCC1 2-(2-methylphenyl)-2-[(2-piperidine-4-ylethyl)amino]-N-(2-pyridine-4-ylethyl)acetamid